benzyl 4-(1-(tert-butoxycarbonyl)-4-hydroxypyrrolidin-3-yl)piperazine-1-carboxylate C(C)(C)(C)OC(=O)N1CC(C(C1)O)N1CCN(CC1)C(=O)OCC1=CC=CC=C1